ClC=1C=C(C=CC1Cl)N1N=NC(=C1)C(C)(C)O 2-(1-(3,4-dichlorophenyl)-1H-1,2,3-triazol-4-yl)propan-2-ol